O1N=CCC1C(=O)OC methyl (4,5-dihydroisoxazole-5-carboxylate)